C(C)(C)(C)OC(=O)N1CCN(CC1)C1=C(C=C(C=C1)C#N)NC1=NC(=CC(=N1)C)C 4-(4-cyano-2-((4,6-dimethylpyrimidin-2-yl)amino)phenyl)piperazine-1-carboxylic acid tert-butyl ester